4,6-dichloro-1-methyl-1H-pyrazolo[3,4-b]pyridine ClC1=C2C(=NC(=C1)Cl)N(N=C2)C